C(C)(C)C1=C(C=CC=C1)C=1N=CC2=C(N1)C(=CS2)OC2=CC=C(C=C2)C=2N(C=C(N2)C(F)(F)F)C 2-(2-isopropylphenyl)-7-(4-(1-methyl-4-(trifluoromethyl)-1H-imidazol-2-yl)phenoxy)thieno[3,2-d]pyrimidine